(R)-(4-(difluoromethyl)oxazol-5-yl)(4-(6-(trifluoromethyl)pyrazolo[1,5-a]pyridin-2-yl)-6,7-dihydro-1H-imidazo[4,5-c]pyridin-5(4H)-yl)methanone FC(C=1N=COC1C(=O)N1[C@H](C2=C(CC1)NC=N2)C2=NN1C(C=CC(=C1)C(F)(F)F)=C2)F